methyl 7-fluoro-1,2,3,4-tetrahydroquinoline-6-carboxylate hydrochloride Cl.FC1=C(C=C2CCCNC2=C1)C(=O)OC